COC1C(C=2CC3=CC=C(C=C3C2C=C1OC)C)=O 2,3-dimethoxy-6-methyl-9H-fluorenone